C(#N)C=1C=C(C=CC1)N(C(CNC(OC(C)(C)C)=O)=O)C tert-butyl (2-((3-cyanophenyl)(methyl)amino)-2-oxoethyl)carbamate